C1(CC1)C1=CC(=NN1)NC1=NC(=NC2=CC=CC=C12)C1=CC=C(CN(C(OC(C)(C)C)=O)C)C=C1 tert-butyl (4-(4-((5-cyclopropyl-1H-pyrazol-3-yl)amino)quinazolin-2-yl)benzyl)(methyl)carbamate